3-bromo-1-(2-(trimethylsilyl)ethoxy)methyl-1H-pyrazolo[3,4-d]pyrimidin-4-amine BrC1=NN(C2=NC=NC(=C21)N)COCC[Si](C)(C)C